C1(CC1)C=1C=C(N=NC1C1=C(C=C(C=C1)C#C)O)NC(CNCCOC)=O N-(5-cyclopropyl-6-(4-ethynyl-2-hydroxyphenyl)pyridazin-3-yl)-2-((2-methoxyethyl)amino)acetamide